C(=O)C=1C=CC=2N(C1)C=C(N2)CNC(=O)C=2N=C1N(C(C2)=O)C=CC=C1 N-({6-formylimidazo[1,2-a]pyridin-2-yl}methyl)-4-oxo-4H-pyrido[1,2-a]pyrimidine-2-carboxamide